COC(C(CC(C)C)N1C(N=C(C(=C1)CC=O)C(C)C)=O)=O 2-(4-isopropyl-2-oxo-5-(2-oxoethyl)pyrimidin-1(2H)-yl)-4-methylpentanoic acid methyl ester